(E)-N'-(3-(tert-butyl)benzylidene)-6-(4-methoxyphenyl)pyrazine-2-carbohydrazide C(C)(C)(C)C=1C=C(\C=N\NC(=O)C2=NC(=CN=C2)C2=CC=C(C=C2)OC)C=CC1